(5R)-5-methyl-3-{4-[(3-methyl-1,2-benzisoxazol-4-yl)oxy]phenyl}-2,4-imidazolidinedione C[C@@H]1C(N(C(N1)=O)C1=CC=C(C=C1)OC1=CC=CC2=C1C(=NO2)C)=O